N-((Tetrahydro-4H-pyran-4-yloxy)carbonyl)-L-leucine O1CCC(CC1)OC(=O)N[C@@H](CC(C)C)C(=O)O